C(CCCCCCCCCCCCCCCCC)NC(CCC(=O)OC[C@@H]1CNC[C@@H](O1)N1C2=NC(=NC(=C2N=C1)OCCC#N)NC(COC1=CC=CC=C1)=O)=O [(2S,6R)-6-(6-(2-cyanoethoxy)-2-(phenoxyacetamido)-9H-purin-9-yl)morpholin-2-yl]methyl 4-(octadecylamino)-4-oxobutanoate